2-(2-(ethylthio)-7-phenylpyrazolo[1,5-a]pyrimidin-3-yl)-3-methyl-6-(trifluoromethyl)-3H-imidazo[4,5-b]pyridine C(C)SC1=NN2C(N=CC=C2C2=CC=CC=C2)=C1C1=NC=2C(=NC=C(C2)C(F)(F)F)N1C